tert-butyl (1R,3R,5R)-3-((4-methoxybenzyl)(4-methyl-3-(pyrrolo[2,1-f][1,2,4]triazin-2-yl)phenyl)carbamoyl)-2-azabicyclo[3.1.0]hexane-2-carboxylate COC1=CC=C(CN(C(=O)[C@@H]2N([C@@H]3C[C@@H]3C2)C(=O)OC(C)(C)C)C2=CC(=C(C=C2)C)C2=NN3C(C=N2)=CC=C3)C=C1